CC1(C2CC(C(C1C)C2)C2CC(CCC2)O)C 3-(5,5,6-trimethylbicyclo[2.2.1]hept-2-yl)cyclohexan-1-ol